C(N)(OC(C1=CC=CC=C1)OC(C)=O)=O acetoxybenzyl carbamate